4-triethoxysilyltetracyclo[6.2.1.13,6.02,7]dodeca-9-ene C(C)O[Si](C1C2C3C4C=CC(C3C(C1)C2)C4)(OCC)OCC